N-((1r,4S)-4-amino-4-(trifluoromethyl)cyclohexyl)-4-(5-(5-fluoro-2-methoxypyridin-4-yl)-1H-pyrazole-3-carbonyl)-4-azaspiro[2.5]Octane-7-carboxamide NC1(CCC(CC1)NC(=O)C1CCN(C2(CC2)C1)C(=O)C1=NNC(=C1)C1=CC(=NC=C1F)OC)C(F)(F)F